2-hydroxy-methyl-imidazole ethyl-3-[([4-chloro-2-[1-(4-hydroxybutoxy)vinyl]phenyl]methyl)amino]-1H-pyrrole-2-carboxylate C(C)OC(=O)C=1NC=CC1NCC1=C(C=C(C=C1)Cl)C(=C)OCCCCO.OC=1NC=C(N1)C